1-[4-(1,1-dimethylethyl)phenyl]-3-(4-methoxyphenyl)-1,3-propanedione CC(C)(C)C1=CC=C(C=C1)C(CC(=O)C1=CC=C(C=C1)OC)=O